NC1=C2N(C(N(C2=NC(=N1)[S@](=O)(=N)CC)CC1=CC=C(C=C1)Cl)=O)C(=O)N(C)CC 6-Amino-9-[(4-chlorophenyl)methyl]-N-ethyl-2-[S(S)-ethylsulfonimidoyl]-N-methyl-8-oxo-purine-7-carboxamide